NC1=C(C=C(C=N1)C=1C=C2C=C(NC2=CC1)C(=O)N1C[C@@H](CC1)N(C)C)OCC1=C(C=CC=C1Cl)Cl {5-[6-amino-5-(2,6-dichloro-benzyloxy)-pyridin-3-yl]-1H-indol-2-yl}-[(3R)-3-dimethylamino-pyrrolidin-1-yl]-methanone